BrC1=CC=C(C=C1)C1=C(C#N)C(=CC(=N1)C1=C(C=CC=C1)C)Cl 2-(4-bromophenyl)-4-chloro-6-(o-tolyl)nicotinonitrile